BrC1(C(NC2=NC=C(C(=C21)C2=NN(C=N2)C)C(F)(F)F)=O)Br 3,3-dibromo-4-(1-methyl-1H-1,2,4-triazol-3-yl)-5-(trifluoromethyl)-1,3-dihydro-2H-pyrrolo[2,3-b]pyridin-2-one